(S)-tert-butyl 4-((3-chloro-2,4-difluorophenyl) (cyclopropyl) carbamoyl)-3-(6-methyl-4-(trifluoromethyl) pyridin-2-yl)-2-oxoimidazolidine-1-carboxylate ClC=1C(=C(C=CC1F)N(C(=O)[C@H]1N(C(N(C1)C(=O)OC(C)(C)C)=O)C1=NC(=CC(=C1)C(F)(F)F)C)C1CC1)F